2-([3-(acetylsulfanyl)-2-{[(tert-butoxycarbonyl)amino]methyl}propyl]{(1R)-1-[1-benzyl-4-(2,5-difluorophenyl)-1H-imidazole-2-yl]-2,2-dimethylpropyl}amino)-2-oxoethyl acetate C(C)(=O)OCC(=O)N([C@H](C(C)(C)C)C=1N(C=C(N1)C1=C(C=CC(=C1)F)F)CC1=CC=CC=C1)CC(CSC(C)=O)CNC(=O)OC(C)(C)C